N[C@H]1C[C@@H](CC1)OC1=CC=C(C=C1C1=C(C(=CC=C1)F)C1CCC1)C(C(=O)NS(=O)(=O)CC)(C)C 2-(6-{[(1R,3R)-3-aminocyclopentyl]oxy}-2'-cyclobutyl-3'-fluoro[1,1'-biphenyl]-3-yl)-N-(ethanesulfonyl)-2-methylpropanamide